N-[(4,5-difluoro-1-{[2-(trimethylsilyl)ethoxy]methyl}-1H-benzimidazol-2-yl)methyl]-2-(morpholin-4-yl)-8-(oxan-4-yl)pyrazolo[1,5-a][1,3,5]triazin-4-amine FC1=C(C=CC=2N(C(=NC21)CNC2=NC(=NC=1N2N=CC1C1CCOCC1)N1CCOCC1)COCC[Si](C)(C)C)F